FC=1C=C(C=C(C1)F)C1CC(=NN1C(=O)C12CC(C1)(C2)CN2N=CC(=C2)C#N)C 1-((3-(5-(3,5-Difluorophenyl)-3-methyl-4,5-dihydro-1H-pyrazole-1-carbonyl)bicyclo[1.1.1]pent-1-yl)methyl)-1H-pyrazole-4-carbonitrile